C(C)(C)N1N=C(C=C1)C1=C(C2=C(N=C(N=C2NCC=2N(C(NN2)=O)C)C=2N(C=CN2)C)S1)C 5-(((6-(1-Isopropyl-1H-pyrazol-3-yl)-5-methyl-2-(1-methyl-1H-imidazol-2-yl)thieno[2,3-d]pyrimidin-4-yl)amino)methyl)-4-methyl-2,4-dihydro-3H-1,2,4-triazol-3-one